C(C)(C)(C)C1CCCCC1 TERT-BUTYLCYCLOHEXANE